(2S,4R)-4-hydroxy-1-((S)-2-(4-(3-(2-hydroxyphenyl)cinnolin-6-yl)-1H-1,2,3-triazol-1-yl)-3-methylbutanoyl)-N-((S)-1-(4-(4-methylthiazol-5-yl)phenyl)ethyl)pyrrolidine-2-carboxamide O[C@@H]1C[C@H](N(C1)C([C@H](C(C)C)N1N=NC(=C1)C=1C=C2C=C(N=NC2=CC1)C1=C(C=CC=C1)O)=O)C(=O)N[C@@H](C)C1=CC=C(C=C1)C1=C(N=CS1)C